BrC1=CC=2N=C(N=C(C2N=C1)N1C[C@H]2CC[C@@H](C1)N2C(=O)OC(C)(C)C)OC[C@]21CCCN1C[C@@H](C2)F tert-Butyl (1R,5S)-3-(7-bromo-2-(((2R,7aS)-2-fluorotetrahydro-1H-pyrrolizin-7a(5H)-yl)methoxy)-pyrido[3,2-d]pyrimidin-4-yl)-3,8-diazabicyclo[3.2.1]octane-8-carboxylate